C(=O)O.FC=1C=C(C=NC1OC)N1N=C(C2=C1CCOCC2)OCCN2CCC(CC2)C(C)(C)O 2-(1-(2-((1-(5-Fluoro-6-methoxypyridin-3-yl)-4,5,7,8-tetrahydro-1H-oxepino[4,5-c]pyrazol-3-yl)oxy)ethyl)piperidin-4-yl)propan-2-ol, Formate salt